ClC1=C(C(=CC(=C1)C(F)(F)F)Cl)N1N=C(C=2C1=NC(=CC2C(Cl)(Cl)Cl)O)C#N 1-(2,6-dichloro-4-(trifluoromethyl)phenyl)-6-hydroxy-4-(trichloromethyl)-1H-pyrazolo[3,4-b]pyridine-3-carbonitrile